C(CCCCCCCCC)N(C(=O)N)C(C1=CC=CC=C1)(C1=CC=CC=C1)C1=CC=CC=C1 N-decyltritylurea